N-methyl-2-(2-oxo-4-(o-tolyl)-2H-chromen-7-yl)cyclopropane-1-carboxamide CNC(=O)C1C(C1)C1=CC=C2C(=CC(OC2=C1)=O)C1=C(C=CC=C1)C